3-((3,5-difluoro-4-(hexadecyloxy)phenyl)sulfonyl)-4-(4-(4-(1-ethylpiperidin-4-yl)piperazin-1-yl)piperidin-1-yl)-6-(methylsulfinyl)quinoline FC=1C=C(C=C(C1OCCCCCCCCCCCCCCCC)F)S(=O)(=O)C=1C=NC2=CC=C(C=C2C1N1CCC(CC1)N1CCN(CC1)C1CCN(CC1)CC)S(=O)C